ClC=1C(=NC(=NC1)NC1=CC=C(C=C1)N1CCN(CC1)C)C1=CN=C(S1)N1C[C@H](CC1)F (S)-5-chloro-4-(2-(3-fluoropyrrolidin-1-yl)thiazol-5-yl)-N-(4-(4-methylpiperazin-1-yl)phenyl)pyrimidin-2-amine